1-Tert-butyl (3R,4S)-4-[[1-[1-(2,6-dioxo-3-piperidyl)-3-methyl-2-oxo-benzimidazol-4-yl]azetidin-3-yl]methoxy]-3-fluoro-piperidine-1-carboxylate O=C1NC(CCC1N1C(N(C2=C1C=CC=C2N2CC(C2)CO[C@@H]2[C@@H](CN(CC2)C(=O)OC(C)(C)C)F)C)=O)=O